ClC=1C=CC(=C(C=O)C1)C=1C(=NC(=NC1)Cl)Cl 5-chloro-2-(2,4-dichloropyrimidin-5-yl)benzaldehyde